N-((1R,2R)-2-aminocyclohexyl)acrylamide N[C@H]1[C@@H](CCCC1)NC(C=C)=O